ethyl 2-[4-bromo-7-(methylsulfanyl) indazol-1-yl]acetate BrC1=C2C=NN(C2=C(C=C1)SC)CC(=O)OCC